ClC1=NC(=C2C(=N1)N(N=C2)[C@H]2[C@@H]([C@@H]([C@H](O2)COCP(O)(O)=O)O)O)NC2CCCC2 [(2R,3S,4R,5R)-5-[6-chloro-4-(cyclopentyl-amino)pyrazolo[3,4-d]-pyrimidin-1-yl]-3,4-dihydroxy-tetrahydro-furan-2-yl]methoxy-methylphosphonic acid